rel-((4-((2R,3S,4S,5R)-3-(3,4-difluoro-2-methoxyphenyl)-4,5-dimethyl-5-(Trifluoromethyl)tetrahydrofuran-2-carboxamido)pyridin-2-yl)sulfonyl)(ethyl)carbamic acid tert-butyl ester C(C)(C)(C)OC(N(CC)S(=O)(=O)C1=NC=CC(=C1)NC(=O)[C@@H]1O[C@]([C@H]([C@H]1C1=C(C(=C(C=C1)F)F)OC)C)(C(F)(F)F)C)=O |o1:21,23,24,25|